1-(5-bromo-2-methyl-phenyl)ethanone BrC=1C=CC(=C(C1)C(C)=O)C